(S)-tert-butyl 2-(((4-(2-aminopyrazolo[1,5-a]pyridin-5-yl)-6-methylpyridin-3-yl)oxy)methyl)morpholine-4-carboxylate NC1=NN2C(C=C(C=C2)C2=C(C=NC(=C2)C)OC[C@@H]2CN(CCO2)C(=O)OC(C)(C)C)=C1